(R)-ethyl 3-(1-ethyl-4-methyl-1H-benzo[d][1,2,3]triazol-5-yl)-3-(3-(hydroxymethyl)-4-methylphenyl)propanoate C(C)N1N=NC2=C1C=CC(=C2C)[C@H](CC(=O)OCC)C2=CC(=C(C=C2)C)CO